P(=O)(O)(O)SCC(CN(C(OC(C)(C)C)=O)C)CN(C(OC(C)(C)C)=O)C di-tert-butyl (2-((phosphonothio)methyl)propane-1,3-diyl)bis(methylcarbamate)